3-fluoro-N-[8-fluoro-2-methylimidazo[1,2-a]pyridin-6-yl]-5-[(2R,4S)-2-methylpiperidin-4-yl]thiophene-2-carboxamide FC1=C(SC(=C1)[C@@H]1C[C@H](NCC1)C)C(=O)NC=1C=C(C=2N(C1)C=C(N2)C)F